C[C@H]1CC[C@H](CN1C(CC1=CC=C(C=C1)C=1C=NC=CC1)=O)C(=O)O (3R,6S)-6-methyl-1-(2-(4-(pyridin-3-yl)phenyl)acetyl)piperidine-3-carboxylic acid